4-((2,4-dichloro-1H-benzo[d]imidazol-1-yl)methyl)benzonitrile ClC1=NC2=C(N1CC1=CC=C(C#N)C=C1)C=CC=C2Cl